tert-butyl 3-[2-chloro-6-cyano-4-[1-[4-[[2-[(4-methoxyphenyl)methyl-methylsulfonyl-amino]pyrimidin-4-yl]methoxy]phenyl]-1-methyl-ethyl]phenoxy]propanoate ClC1=C(OCCC(=O)OC(C)(C)C)C(=CC(=C1)C(C)(C)C1=CC=C(C=C1)OCC1=NC(=NC=C1)N(S(=O)(=O)C)CC1=CC=C(C=C1)OC)C#N